C1(CC1)C(CNC1=NN2C(C=N1)=C(C=C2)C2=CC=C1C(=N2)N(C(=N1)C)CC)(F)F N-(2-cyclopropyl-2,2-difluoroethyl)-5-(3-ethyl-2-methyl-3H-imidazo[4,5-b]pyridin-5-yl)pyrrolo[2,1-f][1,2,4]triazin-2-amine